(E)-methyl 6-(4-(3-(4-(tert-butoxycarbonyl)piperazin-1-yl)propoxy) styryl)quinoline-4-carboxylate C(C)(C)(C)OC(=O)N1CCN(CC1)CCCOC1=CC=C(/C=C/C=2C=C3C(=CC=NC3=CC2)C(=O)OC)C=C1